2-(5-chloro-2-fluorophenyl)-N-pyridin-4-ylamine ClC=1C=CC(=C(C1)C1=NC=CC(=C1)N)F